N[C@H](C(=O)NC)[C@@H](C)O (2S,3R)-2-amino-3-hydroxy-N-methylbutanamide